Cl.CNC[C@H]1OCCCC2=C1C=CC=C2C2=NC=NC=C2 |o1:4| rel-(S)-N-Methyl-1-(6-(pyrimidin-4-yl)-1,3,4,5-tetrahydrobenzo[c]oxepin-1-yl)methanamine hydrochloride salt